methyl 5-(4-chloro-6-quinolyl)-2-methyl-pyrazole-3-carboxylate ClC1=CC=NC2=CC=C(C=C12)C=1C=C(N(N1)C)C(=O)OC